tert-butyl ((1R,2R)-2-(3-((2,6-dichloro-3,5-dimethoxybenzyl)amino)-1H-pyrazol-5-yl)cyclohexyl)carbamate ClC1=C(CNC2=NNC(=C2)[C@H]2[C@@H](CCCC2)NC(OC(C)(C)C)=O)C(=C(C=C1OC)OC)Cl